C[C@@H]1[C@@H](CCC(=C1)C)C=O |r| (1RS,2SR)-2,4-DIMETHYL-3-CYCLOHEXENE-1-CARBALDEHYDE